NC1=NN2C(C=CC(=C2)C=2C(=C(C(=CC2)OC)NC(=O)N2OCC[C@H]2C2=CC=CC=C2)F)=N1 (S)-N-(3-(2-amino-[1,2,4]triazolo[1,5-a]pyridin-6-yl)-2-fluoro-6-methoxyphenyl)-3-phenylisoxazolidine-2-carboxamide